Cl.CC1=C(CC2OC(C3=CC(=CC=C23)N2CCNCC2)=O)C=CC(=C1)OC(F)(F)F (+)-3-(2-methyl-4-(trifluoromethoxy)benzyl)-6-(piperazin-1-yl)isobenzofuran-1(3H)-one hydrochloride